(S)-1-METHYL-N-(1-OXO-3-PHENYLPROPAN-2-YL)-3-PHENYL-1H-PYRAZOLE-4-CARBOXAMIDE CN1N=C(C(=C1)C(=O)N[C@H](C=O)CC1=CC=CC=C1)C1=CC=CC=C1